methyl 2-methylpropane-2-sulfinate CC(C)(C)S(=O)OC